C1(=CC=CC=C1)CP(CC1=CC=CC=C1)CC1=CC=CC=C1 tri-(phenyl-methyl)phosphine